dimethyl (((3'-methyl-4-pentyl-[1,1'-biphenyl]-2,6-diyl)bis(oxy))bis(methylene))bis((4-nitrophenyl)carbamate) CC=1C=C(C=CC1)C1=C(C=C(C=C1OCN(C(OC)=O)C1=CC=C(C=C1)[N+](=O)[O-])CCCCC)OCN(C(OC)=O)C1=CC=C(C=C1)[N+](=O)[O-]